1,1,1,3,3,3-hexafluoropropan-2-yl (±)-1-(5,6,7,8-tetrahydropyrido[3,4-d]pyrimidine-7-carbonyl)-6-azaspiro[2.5]octane-6-carboxylate N1=CN=CC2=C1CN(CC2)C(=O)[C@@H]2CC21CCN(CC1)C(=O)OC(C(F)(F)F)C(F)(F)F |r|